[Li].CC1=C(C(=O)P(C2=CC=CC=C2)C2=CC=CC=C2)C(=CC(=C1)C)C 2,4,6-trimethylbenzoyl-diphenylphosphine Lithium